N,N-dipentylcarbamate C(CCCC)N(C([O-])=O)CCCCC